N-(6-chloro-4-ethyl-5-methylpyridazin-3-yl)-1,3-benzothiazol-2-amine ClC1=C(C(=C(N=N1)NC=1SC2=C(N1)C=CC=C2)CC)C